N-[5-[2-(2,6-dioxopiperidin-3-yl)-1-oxo-3H-isoindol-4-yl]pent-4-yn-1-yl]-4-nitrobenzamide O=C1NC(CCC1N1C(C2=CC=CC(=C2C1)C#CCCCNC(C1=CC=C(C=C1)[N+](=O)[O-])=O)=O)=O